C1(=CC=CC=C1)C1COC2=C(O1)C=CC=C2C2CCN(CC2)C(=O)OC(C)(C)C Tert-Butyl 4-(2-Phenyl-2,3-Dihydrobenzo[b][1,4]Dioxin-5-yl)Piperidine-1-Carboxylate